O=C1N(CC[C@]12CN(CC2)C(=O)C2[N@@](C2)C(C2=CC=CC=C2)(C2=CC=CC=C2)C2=CC=CC=C2)CC(=O)N 2-((S)-1-oxo-7-((R)-1-trityl-aziridine-2-carbonyl)-2,7-diazaspiro[4.4]Non-2-yl)acetamide